FC=1C=C(C=C(C1N1CCN(CC1)C)F)NC=1N=CC2=C(N1)N(C(=C2)C2CC2)C2=CC=CC(=N2)N=S(=O)(C)C ((6-(2-((3,5-difluoro-4-(4-methylpiperazin-1-yl)phenyl)amino)-6-cyclopropyl-7H-pyrrolo[2,3-d]pyrimidin-7-yl)pyridin-2-yl)imino)dimethyl-λ6-sulfanone